N-(1-hydroxy-2-methylpropan-2-yl)-4-methoxy-2-(4-(trifluoromethyl)phenyl)quinoline-7-carboxamide OCC(C)(C)NC(=O)C1=CC=C2C(=CC(=NC2=C1)C1=CC=C(C=C1)C(F)(F)F)OC